C1(CCCC1)C(=O)OC(=O)C1CCCC1 cyclopentanic anhydride